4-(3S)-3-piperidyl-aniline N1C[C@@H](CCC1)C1=CC=C(N)C=C1